BrC(C(C(=O)OCC)=O)CC ethyl 3-bromo-2-oxopentanoate